N1C(=NCC1)NCC(=O)NC1=CC(=C(C=C1F)S(=O)(=O)NC1=C(N=CS1)C(=O)O)F 5-[[4-[[2-(4,5-dihydro-1H-imidazol-2-ylamino)acetyl]amino]-2,5-difluoro-phenyl]sulfonylamino]thiazole-4-carboxylic acid